9-methyl-carbazole chloride [Cl-].CN1C2=CC=CC=C2C=2C=CC=CC12